DIACETIC ANHYDRIDE C(C)(=O)OC(C)=O